4-hydroxy-N-methyl-N-(m-tolyl)pyrrolidine-2-carboxamide OC1CC(NC1)C(=O)N(C=1C=C(C=CC1)C)C